NCC[Sn](C)(CCN)CCN Tris(2-aminoethyl)methyl-tin